4-[5-amino-1-[4-(trifluoromethoxy)phenyl]-1,2,4-triazol-3-yl]benzaldehyde NC1=NC(=NN1C1=CC=C(C=C1)OC(F)(F)F)C1=CC=C(C=O)C=C1